(ethoxy(phenyl)methyl)-1H-benzo[d][1,2,3]triazol C(C)OC(C1=CC=CC=C1)N1N=NC2=C1C=CC=C2